COC=1C=C2C(NC(=NC2=CC1)CN1CCC2=CC=CC=C12)=O 1-[(6-methoxy-4-oxo-3H-quinazolin-2-yl)methyl]indolin